C1(CCC1)NC1=NC=CC(=C1)OC1=CC(=C(C=C1)NC(OCCCC)=O)F Butyl N-[4-[[2-(cycloButylamino)-4-pyridyl]oxy]-2-fluoro-phenyl]carbamate